[Si](OC)(OC)(OC)OO[SiH3] trimethyl siloxy silicate